tert-butyl (1R,6R)-6-(4-(((S)-2,6-dioxopiperidin-3-yl)amino)-3-methylphenyl)-7,7-difluoro-3-azabicyclo[4.1.0]heptane-3-carboxylate O=C1NC(CC[C@@H]1NC1=C(C=C(C=C1)[C@]12CCN(C[C@@H]2C1(F)F)C(=O)OC(C)(C)C)C)=O